S1CCC(=CC1)B1OC(C)(C)C(C)(C)O1 3,6-dihydro-2H-thiopyran-4-boronic acid pinacol ester